The molecule is a UDP-L-rhamnose(2-) in which the rhamnose portion has beta-configuration at its anomeric centre; the major form of UDP-beta-L-rhamnose at pH 7.3. C[C@H]1[C@@H]([C@H]([C@H]([C@H](O1)OP(=O)([O-])OP(=O)([O-])OC[C@@H]2[C@H]([C@H]([C@@H](O2)N3C=CC(=O)NC3=O)O)O)O)O)O